3-((1R,3R)-1-(2,6-difluoro-3-(2-((3-fluoropropyl)amino)ethoxy)phenyl)-3,6-dimethyl-1,3,4,9-tetrahydro-2H-pyrido[3,4-b]indol-2-yl)-2,2-difluoropropan-1-ol FC1=C(C(=CC=C1OCCNCCCF)F)[C@H]1N([C@@H](CC2=C1NC1=CC=C(C=C21)C)C)CC(CO)(F)F